ClC1=CC=C(C=C1)C=1C2=CC=CC=C2C(=C2C=CC=CC12)C1=CC=CC=C1 9-(4-chlorophenyl)-10-phenylanthracene